2,6-bis-(4-fluorophenyl)phenol FC1=CC=C(C=C1)C1=C(C(=CC=C1)C1=CC=C(C=C1)F)O